FC(OC=1C=NC=C(C1N1C(N(C=2C=NC=3C=C(C(=CC3C21)C=2C=NN(C2)C)OC)C)=O)F)F 1-(3-Difluoromethoxy-5-fluoropyridin-4-yl)-7-methoxy-3-methyl-8-(1-methyl-1H-pyrazol-4-yl)-1,3-dihydroimidazo[4,5-c]-quinolin-2-one